1,2-dioleoyl-trimethyl-propane ammonium chloride [Cl-].[NH4+].C(CCCCCCC\C=C/CCCCCCCC)(=O)CC(C(C)(C)C)C(CCCCCCC\C=C/CCCCCCCC)=O